CN(CCOC=1C=C(C=CC1)B(O)O)C (3-[2-(DIMETHYLAMINO)ETHOXY]PHENYL)BORANEDIOL